3-hydroxy-2-(6-methylhept-5-en-2-yl)cyclopent-2-en-1-one OC1=C(C(CC1)=O)C(C)CCC=C(C)C